C[C@@H](C(C)C)CC[C@@H](C)[C@H]1CC[C@H]2[C@@H]3CC[C@H]4CC(CC[C@]4(C)[C@H]3CC[C@]12C)=O (24R)-24-Methyl-5α-cholestan-3-one